Dimethyl-barbituric acid CC1(C(NC(NC1=O)=O)=O)C